7-(2-((3aS,4R,6aR)-4-(6-amino-9H-purin-9-yl)-2,2-dimethyl-3a,6a-dihydro-4H-cyclopenta[d][1,3]Dioxolen-6-yl)ethyl)-3-chloro-5-fluoroquinolin-2-amine NC1=C2N=CN(C2=NC=N1)[C@@H]1C=C([C@H]2OC(O[C@H]21)(C)C)CCC2=CC(=C1C=C(C(=NC1=C2)N)Cl)F